3-(1-aminopropan-2-yl)-6-(4-chlorophenyl)-8-(pyridin-3-yl)pyrido[3,4-d]pyrimidin-4(3H)-one NCC(C)N1C=NC2=C(C1=O)C=C(N=C2C=2C=NC=CC2)C2=CC=C(C=C2)Cl